(S)-4-hydroxy-N-(3-(1-((4-methyl-4H-1,2,4-triazol-3-yl)thio)ethyl)phenyl)isoindoline-2-carboxamide OC1=C2CN(CC2=CC=C1)C(=O)NC1=CC(=CC=C1)[C@H](C)SC1=NN=CN1C